1-(7-(3-fluoro-4-(trifluoromethyl)phenoxy)-3,4-dihydroisoquinolin-2(1H)-yl)-2-(1H-tetrazol-5-yl)ethan-1-one FC=1C=C(OC2=CC=C3CCN(CC3=C2)C(CC2=NN=NN2)=O)C=CC1C(F)(F)F